Tert-butyl (1S,4R,7S)-2-((R)-tert-butylsulfinyl)-1-(1-(hydroxymethyl)cyclopropyl)-7-methyl-2,6-diazaspiro[3.5]nonane-6-carboxylate C(C)(C)(C)[S@@](=O)N1[C@@H]([C@@]2(C1)CN([C@H](CC2)C)C(=O)OC(C)(C)C)C2(CC2)CO